bis-(trimethylsilyl)triphenyl-silyl-phosphine methyl-2-[4-(1,3-benzoxazol-2-yl)-5-methoxy-1-methyl-6-oxopyrimidin-2-yl]-3-cyclobutyl-1,3-benzodiazole-5-carboxylate COC(=O)C1=CC2=C(N=C(N2C2CCC2)C=2N(C(C(=C(N2)C=2OC3=C(N2)C=CC=C3)OC)=O)C)C=C1.C[Si](C)(C)P([Si](C1=CC=CC=C1)(C1=CC=CC=C1)C1=CC=CC=C1)[Si](C)(C)C